C(=O)O.NCC1=NC=CC(=C1CCC(=O)OCC)Cl ethyl 3-(2-(aminomethyl)-4-chloropyridin-3-yl)propanoate formate salt